ClC1=CC=C(C=C1)C=1C2=C(N3C1C(N(C=C3)C3=NN=CN3)=O)C=CC=N2 10-(4-chlorophenyl)-8-(4H-1,2,4-triazol-3-yl)pyrido[2',3':4,5]pyrrolo[1,2-a]pyrazin-9(8H)-one